1-(3'-chloro-[1,1'-biphenyl]-3-yl)-9,9-dimethyl-6,7-diphenyl-9H-fluorene ClC=1C=C(C=CC1)C1=CC(=CC=C1)C1=CC=CC=2C3=CC(=C(C=C3C(C12)(C)C)C1=CC=CC=C1)C1=CC=CC=C1